3-((2-(2,6-dioxopiperidin-3-yl)-1-oxoisoindolin-4-yl)sulfanyl)-N-methylpropanamide O=C1NC(CCC1N1C(C2=CC=CC(=C2C1)SCCC(=O)NC)=O)=O